FC1=C(C=CC(=C1)C(F)(F)F)C(C1CC(N(C1)C)=O)=NO 4-((2-fluoro-4-(trifluoromethyl)phenyl)(hydroxyimino)methyl)-1-methylpyrrolidin-2-one